S(=O)(=O)(O)C1=CC=C(C=C1)C=1C2=CC=C(N2)C(=C2C=CC(C(=C3C=CC(=C(C=4C=CC1N4)C4=CC=C(C=C4)S(=O)(=O)O)N3)C3=CC=C(C=C3)S(=O)(=O)O)=N2)C2=CC=C(C=C2)S(=O)(=O)O 5,10,15,20-tetra(4-sulfophenyl)porphyrin